N1C=C(C2=CC=CC=C12)CCN 2-(1H-indol-3-yl)-ethylamine